C[C@H]1CN2C(C=3N1C(=NC3)[C@@](C(F)(F)F)(C)O)=CC(=N2)C23OCC(CC2)(CC3)C#N 1-((S)-5-methyl-3-((R)-1,1,1-trifluoro-2-hydroxypropan-2-yl)-5,6-dihydroimidazo[1,5-a]pyrazolo[5,1-c]pyrazin-9-yl)-2-oxabicyclo[2.2.2]octane-4-carbonitrile